ClC(C1=NC(=NO1)C=1C=CC(=NC1)CP(NC)(=O)C)(F)F P-((5-(5-(chlorodifluoromethyl)-1,2,4-oxadiazol-3-yl)pyridin-2-yl)methyl)-N,P-dimethylphosphinic amide